(S)-N-(3-(4-((3-(1-(2,2-difluoroethyl)-3-(trifluoromethyl)-1H-pyrazol-4-yl)imidazo[1,2-a]pyrazin-8-yl)amino)-2-ethylbenzamido)propyl)pyrrolidine-2-carboxamide FC(CN1N=C(C(=C1)C1=CN=C2N1C=CN=C2NC2=CC(=C(C(=O)NCCCNC(=O)[C@H]1NCCC1)C=C2)CC)C(F)(F)F)F